CCCCCCCCC1=CC=C(C=C1)NC2=CC=C(C=C2)CCCCCCCC Dioctyldiphenylamine